CN1CC=2N(CC1)C1=C(N2)C=C(N=C1)NC=1C=CC(=C2CNC(C12)=O)C=1C=NN2C1C=CC(=C2)C 7-((7-methyl-6,7,8,9-tetrahydropyrido[4',3':4,5]imidazo[1,2-a]pyrazin-3-yl)amino)-4-(6-methylpyrazolo[1,5-a]pyridin-3-yl)isoindolin-1-one